(3-fluoro-5-methyl-4-(3-(1-methyl-1H-pyrazol-4-yl)-1H-pyrazolo[3,4-c]pyridin-5-yl)phenyl)-N-methylethylamine FC=1C=C(C=C(C1C=1C=C2C(=CN1)NN=C2C=2C=NN(C2)C)C)N(C)CC